C1(=CC=C2C=CC3=CC=CC4=CC=C1C2=C34)B(O)O Pyren-1-boronic acid